(2S)-2-[[(2S,5r)-2-[(tert-butoxycarbonylamino)methyl]-3-methyl-7-oxo-1,6-diazabicyclo[3.2.1]oct-3-en-6-yl]oxy]-2-fluoro-acetic acid C(C)(C)(C)OC(=O)NC[C@H]1N2C(N([C@H](C=C1C)C2)O[C@H](C(=O)O)F)=O